(6-(4-isopropyl-4H-1,2,4-triazol-3-yl)pyridin-2-yl)-4-methyl-1H-pyrrole-2-carboxamide C(C)(C)N1C(=NN=C1)C1=CC=CC(=N1)N1C(=CC(=C1)C)C(=O)N